(2-((((2S,3S,4R,5R)-5-(6-chloro-4-(cyclopentylamino)-1H-pyrazolo[3,4-d]pyrimidin-1-yl)-3,4-dihydroxytetrahydrofuran-2-yl)methyl)sulfonyl)-1-hydroxy-propan-2-yl)phosphonic acid ClC1=NC(=C2C(=N1)N(N=C2)[C@H]2[C@@H]([C@@H]([C@H](O2)CS(=O)(=O)C(CO)(C)P(O)(O)=O)O)O)NC2CCCC2